tert-Butyl 3-{3-[1-(4-amino-3-formyl-1H-pyrazolo[3,4-d]pyrimidin-1-yl)ethyl]-5-chloro-2-methoxy-6-methylphenyl}azetidine-1-carboxylate NC1=C2C(=NC=N1)N(N=C2C=O)C(C)C=2C(=C(C(=C(C2)Cl)C)C2CN(C2)C(=O)OC(C)(C)C)OC